ClC=1C=C(C=CC1F)NC(N([C@@H]1COCC=2NC(C3=C(C21)COCC3)=O)C)=O (S)-3-(3-chloro-4-fluorophenyl)-1-methyl-1-(5-oxo-4,5,6,7,9,10-hexahydro-1H,3H-dipyrano[3,4-b:3',4'-d]pyridin-10-yl)urea